O1CN=C2C1=CN=C2 pyrrolo[3,4-d][1,3]oxazol